[6-{[2-(4-Chlorophenyl)imidazo[1,2-a]pyrimidin-3-yl]methyl}-2,6-diazabicyclo[3.2.2]non-2-yl](6-methoxypyridin-2-yl)methanone ClC1=CC=C(C=C1)C=1N=C2N(C=CC=N2)C1CN1C2CCN(C(C1)CC2)C(=O)C2=NC(=CC=C2)OC